FC(C1(CN(C1)C=1C=C2C(=CC=NC2=CC1)C(=O)OC)C)F Methyl 6-(3-(difluoromethyl)-3-methylazetidin-1-yl)quinoline-4-carboxylate